BrC=1C(=C(C(=CC1)Br)N)N 3,6-dibromo-o-phenylenediamine